[13C](CC(C)C)(=O)[O-] [1-13C]isovalerate